COCOC1=C(C=CC=C1)C1=CC2=C(N=N1)NC1=C2C(NCC1)(C)C 3-(2-(Methoxymethoxy)phenyl)-5,5-dimethyl-6,7,8,9-tetrahydro-5H-pyrido[3',4':4,5]pyrrolo[2,3-c]pyridazine